1-(9Z-hexadecenoyl)-2-octadecanoyl-glycero-3-phosphoserine CCCCCCCCCCCCCCCCCC(=O)O[C@H](COC(=O)CCCCCCC/C=C\CCCCCC)COP(=O)(O)OC[C@@H](C(=O)O)N